(E)-4-(6-(2-(5-cyclopropyl-3-(3,5-dichloropyridin-4-yl)isoxazol-4-yl)vinyl)-3-azabicyclo[3.1.0]hex-3-yl)benzoic acid C1(CC1)C1=C(C(=NO1)C1=C(C=NC=C1Cl)Cl)/C=C/C1C2CN(CC12)C1=CC=C(C(=O)O)C=C1